ethyl 4-cyclopropyl-2-(1-((4-fluorophenyl)carbamoyl)cyclopropane-1-carboxamido)thiazole-5-carboxylate C1(CC1)C=1N=C(SC1C(=O)OCC)NC(=O)C1(CC1)C(NC1=CC=C(C=C1)F)=O